O=C1OC2=CC(=CC=C2C(=C1)C1=C(C=CC=C1)C)[C@H]1[C@@H](C1)C(=O)O (Trans)-2-(2-oxo-4-(o-tolyl)-2H-chromen-7-yl)cyclopropane-1-carboxylic acid